7-chloro-2,3-dihydrofuro[3,2-b]pyridine ClC1=C2C(=NC=C1)CCO2